N4-(3,4-difluorobenzyl)-N2,N2,N6,N6-tetrakis(2-methoxyethyl)-8-(4-(1-methyl-1H-1,2,4-triazol-3-yl)piperazin-1-yl)pyrimido[5,4-d]pyrimidine-2,4,6-triamine FC=1C=C(CNC=2C3=C(N=C(N2)N(CCOC)CCOC)C(=NC(=N3)N(CCOC)CCOC)N3CCN(CC3)C3=NN(C=N3)C)C=CC1F